7-(benzyloxy)-2-(4-chlorobutoxy)quinoline C(C1=CC=CC=C1)OC1=CC=C2C=CC(=NC2=C1)OCCCCCl